N-(3-chloro-4-fluorophenyl)-4-(5-hydroxy-5-((1-methyl-1H-pyrazol-4-yl)methyl)octahydropentalen-2-yl)-1-methyl-1H-imidazole-5-carboxamide ClC=1C=C(C=CC1F)NC(=O)C1=C(N=CN1C)C1CC2CC(CC2C1)(CC=1C=NN(C1)C)O